COC(=O)C1=CC2=C(N(C(=N2)C2=CC(=NC=C2)OC)C=2C=C3CCC(NC3=CC2)=O)C=C1 2-(2-methoxypyridin-4-yl)-1-(2-oxo-1,2,3,4-tetrahydroquinolin-6-yl)-1H-benzo[d]imidazole-5-carboxylic acid methyl ester